C=C\C=C/C\C=C/C\C=C/CCCCCCCC (3Z,6Z,9Z)-octadec-1,3,6,9-tetraene